C(C)[C@@]1(CC[C@@H]2[C@H]3CC[C@@]4([C@H](CC[C@H]4[C@@H]3CC[C@H]2C1)[C@H](C)CC[C@](C(F)(F)F)(C)O)C)O (3S,5S,8R,9R,10S,13R,14S,17R)-3-ethyl-13-methyl-17-((2R,5S)-6,6,6-trifluoro-5-hydroxy-5-methylhexan-2-yl)hexadecahydro-1H-cyclopenta[a]phenanthren-3-ol